C(C)(C)(C)OC(=O)N1CC(C1)N1C[C@@H](CCC1)N1N=C(C=2C1=NC=NC2N)C2=CC=C(C=C2)OC2=CC=CC=C2 3-[(3R)-3-[4-amino-3-(4-phenoxyphenyl)pyrazolo[3,4-d]pyrimidin-1-yl]-1-piperidinyl]azetidine-1-carboxylic acid tert-butyl ester